C(C1=CC=CC=C1)OC(=O)N1C[C@H]([C@@H](C=C[C@@H]1C)C)NC(=O)OCC1=CC=CC=C1.C(C(=C)C)(=O)OCC(COCCC[SiH2]C(O[Si](C)(C)C)O[Si](C)(C)C)O (3-methacryloxy-2-hydroxypropoxy)propylbis(trimethylsiloxy)methylsilane Benzyl-(3S,4R,7S)-3-(((benzyloxy)carbonyl)amino)-4,7-dimethyl-2,3,4,7-tetrahydro-1H-azepine-1-carboxylate